(2-chloro-6-nitro-phenyl)-4-methyl-triazole ClC1=C(C(=CC=C1)[N+](=O)[O-])C1=C(N=NN1)C